ClC=1C=C(C=C(C1C(=O)N1COC2=C(C1)C=CC=C2C2=C(C=C(C(=C2)N2CCOCC2)C(=O)OC)F)Cl)N2CC1(CN(C1)C(=O)OC(C)(C)C)C2 tert-Butyl 6-[3,5-dichloro-4-[8-(2-fluoro-4-methoxycarbonyl-5-morpholin-4-ylphenyl)-2,4-dihydro-1,3-benzoxazine-3-carbonyl]phenyl]-2,6-diazaspiro[3.3]heptane-2-carboxylate